CN(/C=C/C(=O)C1=C(C(=CC(=C1)Cl)Cl)O)C (E)-3-(dimethylamino)-1-(3,5-dichloro-2-hydroxyphenyl)-2-propen-1-one